(E)-1-[2-Hydroxy-6-[(2R,3R,4R,5R,6R)-3,4,5-trihydroxy-6-(hydroxymethyl)oxan-2-yl]oxyphenyl]-3-(4-nitrophenyl)prop-2-en-1-one OC1=C(C(=CC=C1)O[C@H]1O[C@@H]([C@@H]([C@H]([C@H]1O)O)O)CO)C(\C=C\C1=CC=C(C=C1)[N+](=O)[O-])=O